ClCC(C)C Chloro-2-methylpropan